methyl 4-bromo-2,6-dimethylbenzenecarbamate BrC1=CC(=C(C(=C1)C)NC(=O)OC)C